tert-Butyl-2-((3-((2S,E)-7-amino-7-oxo-2-((((tetrahydrofuran-3-yl)methoxy)carbonyl)amino)hept-5-enamido)-2-oxopyridin-1(2H)-yl)methyl)-4-isobutyl-1H-benzo[d]imidazol-1-carboxylat C(C)(C)(C)OC(=O)N1C(=NC2=C1C=CC=C2CC(C)C)CN2C(C(=CC=C2)NC([C@H](CC\C=C\C(=O)N)NC(=O)OCC2COCC2)=O)=O